C(C)(C)N1N=CC(=C1C1=NN2C(C=CC=C2CC2=CC=C(C=C2)C=2N(C=C(N2)C(F)(F)F)C)=N1)C (1-isopropyl-4-methyl-1H-pyrazol-5-yl)-5-(4-(1-methyl-4-(trifluoromethyl)-1H-imidazol-2-yl)benzyl)-[1,2,4]triazolo[1,5-a]pyridine